CC(=CCS(=O)(=O)C1=CC=CC=C1)C ((3-methylbut-2-en-1-yl)sulfonyl)benzene